tert-butyl-11-(piperidin-1-yl)undecane C(C)(C)(C)CCCCCCCCCCCN1CCCCC1